[5-(6-Aminopurin-9-yl)-3,4-dihydroxyoxolan-2-yl]methyl sulfamate S(N)(OCC1OC(C(C1O)O)N1C2=NC=NC(=C2N=C1)N)(=O)=O